C1(CCCC1)N1C=NC2=C(C1=O)C=C(N=C2C=2C=NC=CC2)C=2C=NC(=CC2)C(F)(F)F 3-cyclopentyl-8-(pyridin-3-yl)-6-(6-(trifluoromethyl)pyridin-3-yl)pyrido[3,4-d]pyrimidin-4(3H)-one